BrC=1C=C(C(=C(C=NC(C(=O)O)CC2=CC=C(C=C2)O)C1)OC(C(C)C)=O)O 2-(5-bromo-3-hydroxy-2-(isobutyryloxy)benzylideneamino)-3-(4-hydroxy-phenyl)propanoic acid